1-(1-hexyloxyethoxy)-propan-2-amine C(CCCCC)OC(C)OCC(C)N